1-(5-(trifluoromethyl)pyrimidin-2-yl)piperidin-4-yl-propanoic acid FC(C=1C=NC(=NC1)N1CCC(CC1)C(C(=O)O)C)(F)F